N1(C=NC=C1)C=1N=C(C2=C(N1)C=CN2C)C(=O)O 2-(1H-imidazol-1-yl)-5-methyl-5H-pyrrolo[3,2-d]Pyrimidine-4-carboxylic acid